acryloyloxy-2,2,3,3,4,4,5,5,6,6,7,7,8,8,9,9,10,10,11,11-icosafluorododecane C(C=C)(=O)OCC(C(C(C(C(C(C(C(C(C(C)(F)F)(F)F)(F)F)(F)F)(F)F)(F)F)(F)F)(F)F)(F)F)(F)F